C1(CC1)C1=NN(C=2C=NN(C(C21)=O)CC(=O)N[C@@H](C)C2=CC=C(C=C2)OC)C(C)C (S)-2-(3-cyclopropyl-1-isopropyl-4-oxo-1,4-dihydro-5H-pyrazolo[3,4-d]pyridazin-5-yl)-N-(1-(4-methoxyphenyl)ethyl)acetamide